C(C)(C)C=1C(=NNC1C=1C=C(C=2N(C1)N=CN2)C)C(=O)N[C@@H]2CN(CCC2)C (S)-4-isopropyl-5-(8-methyl-[1,2,4]triazolo[1,5-a]pyridin-6-yl)-N-(1-methylpiperidin-3-yl)-1H-pyrazole-3-carboxamide